C(C1=CC=CC=C1)N(CC(O)C=1C=NN(C1)C)CCO 2-(benzyl(2-hydroxyethyl)amino)-1-(1-methyl-1H-pyrazol-4-yl)ethan-1-ol